N1C(CCCC1)=O trans-piperidone